FC=1C=C(COC2=C(C=C(C=C2)NC2=NC=NC3=CC=C4C(=C23)OCCN4C(C=C)=O)F)C=CC1 1-(10-((4-((3-fluorobenzyl)oxy)-3-fluorophenyl)amino)-2,3-dihydro-4H-[1,4]oxazino[2,3-f]quinazolin-4-yl)prop-2-en-1-one